C(C=CCCCCCCC)(=O)O 2-Decenic acid